C(C)(C)(C)OC(=O)N1CCOCC(C1)C(=O)O 4-[(tert-Butoxy)carbonyl]-1,4-oxazepan-6-carboxylic acid